4-(4-(4-propenoylpiperazin-1-yl)piperidin-1-yl)-6-bromopyrazolo[1,5-a]pyridine-3-carbonitrile C(C=C)(=O)N1CCN(CC1)C1CCN(CC1)C=1C=2N(C=C(C1)Br)N=CC2C#N